di-tert-butyl 3-chloro-5-amino-1H-indole-1,2-dicarboxylate ClC1=C(N(C2=CC=C(C=C12)N)C(=O)OC(C)(C)C)C(=O)OC(C)(C)C